C(C)(C)(C)OC(=O)N1[C@H]2CN([C@@H](C1)C2)CC2CCN(CC2)C(=O)OCC2=CC=CC=C2 tert-butyl-(1R,4R)-5-((1-((benzyloxy)carbonyl)piperidin-4-yl)methyl)-2,5-diazabicyclo[2.2.1]heptane-2-carboxylate